NC1=CC(=C(C=C1)C1=C2C(=CN=C1)SC(=C2)C#N)C=2C(=NN(C2)CC)C(F)(F)F 4-(4-Amino-2-(1-ethyl-3-(trifluoromethyl)-1H-pyrazol-4-yl)phenyl)thieno(2,3-c)pyridine-2-carbonitrile